tert-Butyl [(3-aminooxetan-3-yl)methyl]carbamate NC1(COC1)CNC(OC(C)(C)C)=O